2-[1-[4-[6-(cyclopropylmethoxy)-5-methoxy-2-pyridyl]-2,6-difluoro-phenyl]-4-piperidyl]acetic acid C1(CC1)COC1=C(C=CC(=N1)C1=CC(=C(C(=C1)F)N1CCC(CC1)CC(=O)O)F)OC